(4-(benzofuran-2-yl)furan-2-yl)-4-oxobutanoic acid O1C(=CC2=C1C=CC=C2)C=2C=C(OC2)C(C(=O)O)CC=O